C(C)(C)(C)[C@H]1OC=2C(=NC(=C(C2)OCCCOC)OC)C=2NC(C(=CC21)C(=O)O)=O |r| (RS)-6-(tert-butyl)-2-methoxy-3-(3-methoxypropoxy)-9-oxo-9,10-dihydro-6H-pyrano[3,2-b:4,5-b']dipyridine-8-carboxylic acid